FC(C(=O)N1CCOCC1)F 2,2-difluoro-1-morpholinoethan-1-one